6-methoxy-N-(pyridin-2-ylmethyl)quinolin-8-amine COC=1C=C2C=CC=NC2=C(C1)NCC1=NC=CC=C1